2,4,7-trinitrofluorene [N+](=O)([O-])C1=CC=2CC3=CC(=CC=C3C2C(=C1)[N+](=O)[O-])[N+](=O)[O-]